3-(4-phenyl-1H-imidazol-2-yl)chroman C1(=CC=CC=C1)C=1N=C(NC1)C1COC2=CC=CC=C2C1